ClC=1C2=C(N=CN1)C1=C(S2)C=C(C=C1)CC(C)(C)C 4-chloro-7-neopentylbenzo[4,5]thieno[3,2-d]pyrimidine